FC(C1=NN=C(O1)C1=CC=C(CN(S(=O)(=O)CCN2CCN(CC2)C2=CC=NC=C2)C2=CC=CC=C2)C=C1)F N-(4-(5-(difluoromethyl)-1,3,4-oxadiazol-2-yl)benzyl)-N-phenyl-2-(4-(pyridin-4-yl)piperazin-1-yl)ethane-1-sulfonamide